5-(3-(4-(5-(difluoromethyl)-1,3,4-oxadiazol-2-yl)-2,6-difluorobenzyl)-1,2,4-oxadiazol-5-yl)pyridin-2-amine FC(C1=NN=C(O1)C1=CC(=C(CC2=NOC(=N2)C=2C=CC(=NC2)N)C(=C1)F)F)F